C(C1=CC=CC=C1)OC1=C(C(=O)NC2=C(C=CC(=C2)Br)O)C=CC(=N1)OCC1=CC=CC=C1 2,6-bis(benzyloxy)-N-(5-bromo-2-hydroxyphenyl)nicotinamide